NC=1C=C(C=CC1)C1(CC(C1)C#N)CC1=NN=CN1C (1s,3s)-3-(3-aminophenyl)-3-((4-methyl-4H-1,2,4-triazol-3-yl)methyl)cyclobutane-1-carbonitrile